FC1=C(C(=C(C=C1F)F)F)B(C1=C(C(=CC(=C1F)F)F)F)C1=C(C(=CC(=C1F)F)F)F tris(2,3,5,6-tetrafluorophenyl)borane